3-(5-(1-((1H-pyrazol-4-yl)methyl)piperidin-4-yl)-1-oxoisoindolin-2-yl)piperidine-2,6-dione N1N=CC(=C1)CN1CCC(CC1)C=1C=C2CN(C(C2=CC1)=O)C1C(NC(CC1)=O)=O